[O-]C(=O)CCCCCCCCC caprate